2-amino-3-cyano-4-(5-bromo-2-furyl)-6-methyl-4H-pyran-5-carboxylic acid methyl ester COC(=O)C=1C(C(=C(OC1C)N)C#N)C=1OC(=CC1)Br